FC(C(=O)O)(F)F.COC(=O)C1CCCCC1 cyclohexane-1-carboxylic acid methyl ester trifluoroacetic acid Salt